methyl 3-[[3-(2-amino-6-chloro-pyrimidin-4-yl)-1-(difluoromethyl) pyrazol-4-yl] methyl]-4-cyclopropyl-benzoate NC1=NC(=CC(=N1)C1=NN(C=C1CC=1C=C(C(=O)OC)C=CC1C1CC1)C(F)F)Cl